C(CCC)OC1=NC2=CC=C(C=C2C=C1)C(C(=O)N)=C (2-butoxyquinolin-6-yl)acrylamide